N[C@@H](CCC(=O)O)C(=O)[O-].[Na+] Mono-sodium glutamate